(5-bromo-2-chlorophenyl)[4-(2-cyclopropyloxyethoxy)phenyl]methane BrC=1C=CC(=C(C1)CC1=CC=C(C=C1)OCCOC1CC1)Cl